methyl-7-(trifluoromethyl)imidazo[1,2-a]pyridine-2-carboxylic acid ethyl ester C(C)OC(=O)C=1N=C2N(C=CC(=C2)C(F)(F)F)C1C